5-chloro-4-hydroxy-1-methyl-2-oxo-N-phenyl-quinoline-3-carboxamide sodium [Na].ClC1=C2C(=C(C(N(C2=CC=C1)C)=O)C(=O)NC1=CC=CC=C1)O